N,N-dimethylsuccinamide CN(C(CCC(=O)N)=O)C